C(C)(C)(C)OC(NC1(CN(CCC1)C=1C=NC(=CC1C(=O)C1=CN=C2N1C=CN=C2N)C2=CC(=C(C=C2)OC)F)C(NC)=O)=O tert-butyl(1-(4-(8-aminoimidazo[1,2-a]pyrazine-3-carbonyl)-6-(3-fluoro-4-methoxyphenyl)pyridin-3-yl)-3-(methylcarbamoyl)piperidin-3-yl)carbamate